pentyl 7-(4-(4-(benzo[b]thiophen-4-yl)piperazin-1-yl)butoxy)-2-oxoquinoline-1(2H)-carboxylate S1C2=C(C=C1)C(=CC=C2)N2CCN(CC2)CCCCOC2=CC=C1C=CC(N(C1=C2)C(=O)OCCCCC)=O